ClC1=CC(=C(C=C1)C1(OC2=C(O1)C=CC=C2C2CCN(CC2)CC=2N(C(=CN2)CCC(=O)O)CC2=CN=CN2CC)C)F 3-(2-((4-(2-(4-chloro-2-fluorophenyl)-2-methylbenzo[d][1,3]dioxol-4-yl)piperidin-1-yl)methyl)-1-((1-ethyl-1H-imidazol-5-yl)methyl)-1H-imidazol-5-yl)propanoic acid